IC1=CC=C(C=C1)N1C(C2=C3C(=CC=4C2=C(C1=O)C=CC4)C=CC=C3)=O 2-(4-iodophenyl)-1H-dibenzo[de,H]isoquinoline-1,3(2H)-dione